NC1=NNC(C2=C1N(C=C2[C@H]2CNCC2)C2=CC=C(C=C2)OC2=CC=CC=C2)=O (S)-7-amino-1-(4-phenoxyphenyl)-3-(pyrrolidin-3-yl)-1,5-dihydro-4H-pyrrolo[2,3-d]pyridazin-4-one